FC1=C(C=CC=C1)C=1N=CN(C(C1)=O)CC1(CCN(CC1)C(=O)OC(C)(C)C)O tert-Butyl 4-((4-(2-fluorophenyl)-6-oxopyrimidin-1(6H)-yl)methyl)-4-hydroxypiperidine-1-carboxylate